methyl (S)-6-(2-methylpyrrolidin-1-yl)-5-(prop-1-en-2-yl)picolinate C[C@@H]1N(CCC1)C1=C(C=CC(=N1)C(=O)OC)C(=C)C